pentacosenedioic acid C(C=CCCCCCCCCCCCCCCCCCCCCCC(=O)O)(=O)O